N-[2-(3-hydroxy-3-methyl-butyl)-7-methoxy-imidazo[1,2-a]pyridin-6-yl]-6-(trifluoromethyl)pyrazine-2-carboxamide OC(CCC=1N=C2N(C=C(C(=C2)OC)NC(=O)C2=NC(=CN=C2)C(F)(F)F)C1)(C)C